ClC1=CC(=C2C(=N1)N(C=N2)CC2=CC=C(C=C2)OC)N2CCOCC2 4-(5-chloro-3-(4-methoxybenzyl)-3H-imidazo[4,5-b]pyridin-7-yl)morpholine